(S)-3-((1-(2-hydroxy-4-(trifluoromethyl)phenyl)pyrido[3,4-d]pyridazin-4-yl)amino)-1-methylpyrrolidin-2-one OC1=C(C=CC(=C1)C(F)(F)F)C1=C2C(=C(N=N1)N[C@@H]1C(N(CC1)C)=O)C=NC=C2